4-((S)-4-((4-cyclopropylphenyl)sulfonyl)-6-(3-(difluoromethoxy)-5-fluorophenyl)-3,4-dihydro-2H-benzo[b][1,4]oxazin-2-yl)bicyclo[2.2.1]heptane-1-carboxylic acid C1(CC1)C1=CC=C(C=C1)S(=O)(=O)N1C2=C(O[C@H](C1)C13CCC(CC1)(C3)C(=O)O)C=CC(=C2)C2=CC(=CC(=C2)F)OC(F)F